C(CCCCCC(=O)OCCCCCCC(C)C)(=O)OCCCCCCC(C)C diisononyl pimelate